2-Butyl-3,3-norbornandimethanol C(CCC)C1C2CCC(C1(CO)CO)C2